ClC=1C=C(C=CC1)C1NCCNC1 2-(3-chlorophenyl)piperazine